NC=1C(=NN(C1N)C1=CC=CC=C1)C 4,5-diamino-3-methyl-1-phenylpyrazole